ClC=1C=C(CN2C(N(C3=CC=C(C=C3C2=O)OC(CF)CF)C2CCN(CC2)C=O)=O)C=CC1 4-[3-(3-chlorobenzyl)-6-[2-fluoro-1-(fluoromethyl)ethoxy]-2,4-dioxo-3,4-dihydroquinazolin-1(2H)-yl]piperidine-1-carbaldehyde